2-(4-(2-Chlorodibenzo[b,f][1,4]oxazepin-11-yl)piperazin-1-yl)ethan-1-ol ClC=1C=CC2=C(C(=NC3=C(O2)C=CC=C3)N3CCN(CC3)CCO)C1